O1COC2C1COC2 3a,4,6,6a-tetrahydrofuro[3,4-d][1,3]dioxol